9'-hydroxy-1-hexadecyl-spiro[indoline-2,3'-(3H)-naphtho(2,1-b)-1,4-oxazine] OC1=CC=C2C=CC=3OC4(C=NC3C2=C1)N(C1=CC=CC=C1C4)CCCCCCCCCCCCCCCC